1-(4-(5-Methyl-2-((1-methyl-1H-pyrazol-4-yl)amino)pyrimidin-4-yl)benzoyl)azetidine-3-carbonitrile CC=1C(=NC(=NC1)NC=1C=NN(C1)C)C1=CC=C(C(=O)N2CC(C2)C#N)C=C1